5-[[2-[(2R,5S)-2-[2-[2-(dimethylamino)ethyl]-1,3-benzothiazol-5-yl]-5-methyl-1-piperidyl]-2-oxo-acetyl]amino]pyridine-3-carboxamide CN(CCC=1SC2=C(N1)C=C(C=C2)[C@@H]2N(C[C@H](CC2)C)C(C(=O)NC=2C=C(C=NC2)C(=O)N)=O)C